3-[(1H-1,2,4-Triazol-1-Yl)Acetyl]Benzonitrile N1(N=CN=C1)CC(=O)C=1C=C(C#N)C=CC1